O1N=C(C2=C1C=CC=C2)NS(=O)(=O)C2=C(C=CC(=C2)CC)CC N-(benzo[d]isoxazol-3-yl)-2,5-diethylbenzenesulfonamide